ClC1=CC=C(C=N1)NC1=NC=CC2=C1C=CO2 N-(6-chloropyridin-3-yl)furo[3,2-c]pyridin-4-amine